2-(4-(7-(3,4-dihydroquinolin-1(2H)-yl)-2-((1-ethylpyrrolidin-2-yl)methoxy)-5,6,7,8-tetrahydroquinazolin-4-yl)-1-(4-(pyrrolidin-1-yl)but-2-enoyl)piperazin-2-yl)acetonitrile N1(CCCC2=CC=CC=C12)C1CCC=2C(=NC(=NC2C1)OCC1N(CCC1)CC)N1CC(N(CC1)C(C=CCN1CCCC1)=O)CC#N